5-methoxy-[1,1'-biphenyl]-3,4-diol COC=1C(=C(C=C(C1)C1=CC=CC=C1)O)O